CC(C(CC(C(=O)OC)=O)=O)(C)C methyl 5,5-dimethyl-2,4-dioxohexanoate